1,2,2,6,6-Pentamethyl-4-piperidyl Methacrylate C(C(=C)C)(=O)OC1CC(N(C(C1)(C)C)C)(C)C